[Li].[Ir] Iridium-Lithium